4-((2-ethyl-4-phenylthiazol-5-yl)oxy)-N-(4-(3-(methylamino)pyrrolidin-1-yl)phenyl)pyridin-2-amine C(C)C=1SC(=C(N1)C1=CC=CC=C1)OC1=CC(=NC=C1)NC1=CC=C(C=C1)N1CC(CC1)NC